CC1=NN2C(C=C(C(=C2)C)NC(=O)N2CCC=3C2=NC=CC3N3CC(N(CC3)C(=O)OC(C)(C)C)(C)C)=C1 tert-butyl 4-(1-((2,6-dimethylpyrazolo[1,5-a]pyridin-5-yl)carbamoyl)-2,3-dihydro-1H-pyrrolo[2,3-b]pyridin-4-yl)-2,2-dimethylpiperazine-1-carboxylate